benzyl ((4-methyl-1-(3-(phenylthio)-1-(tetrahydro-2H-pyran-2-yl)-1H-pyrazolo[3,4-b]pyrazin-6-yl)piperidin-4-yl)methyl)carbamate CC1(CCN(CC1)C1=CN=C2C(=N1)N(N=C2SC2=CC=CC=C2)C2OCCCC2)CNC(OCC2=CC=CC=C2)=O